ethyl 3-[(4R)-4-[3-[5-[(6,7-difluoro-4-methylsulfanyl-1H-indol-5-yl)oxy]-2-fluoro-phenyl]-1,2,4-triazol-1-yl]-4-methyl-chroman-8-yl]propanoate FC1=C(C(=C2C=CNC2=C1F)SC)OC=1C=CC(=C(C1)C1=NN(C=N1)[C@@]1(CCOC2=C(C=CC=C12)CCC(=O)OCC)C)F